1-carboxy-4-(trans-4-propylcyclohexyl)benzene C(=O)(O)C1=CC=C(C=C1)[C@@H]1CC[C@H](CC1)CCC